(8S,8aR)-2-(3-(hydroxymethyl)bicyclo[1.1.1]pentan-1-yl)-3-oxooctane OCC12CC(C1)(C2)C(C)C(CCCCC)=O